NC=1C2=C(N=CN1)N(C=C2C(=O)N)[C@@H]2O[C@@]([C@H]([C@]2(O)C#C)O)(CO)F 4-amino-7-((2R,3R,4S,5S)-3-ethynyl-5-fluoro-3,4-dihydroxy-5-(hydroxymethyl)tetrahydrofuran-2-yl)-7H-pyrrolo[2,3-d]pyrimidine-5-carboxamide